CN(CCC1(C(C=C(C=C1)[N+](=O)[O-])N)NCC)C 1-(2-(dimethylamino)ethyl)-N1-ethyl-4-nitrobenzene-1,2-diamine